(S)-4-hydroxy-8-(5-methyl-1H-pyrazol-4-yl)-4-(trifluoromethyl)-1,3,4,5-tetrahydro-6H-pyrano[4,3-b]thieno[3,2-d]pyridin-6-one O[C@@]1(COCC2=C1NC(C1=C2C=C(S1)C=1C=NNC1C)=O)C(F)(F)F